methoxypropylamine COCCCN